1,5,7-triazabicyclo[4.4.0]-dec-5-ene N12CCCN=C2NCCC1